racemic-tert-Butyl-3-aminobutanoate C(C)(C)(C)OC(C[C@@H](C)N)=O |r|